sodium hydrochloride Cl.[Na]